2-(1-(2-oxo-4-(o-tolyl)-2H-pyrano[2,3-b]pyridin-7-yl)pyrrolidin-2-yl)acetic acid O=C1C=C(C=2C(=NC(=CC2)N2C(CCC2)CC(=O)O)O1)C1=C(C=CC=C1)C